3-[4-[9-[1-[[6-chloro-2-(1-methyl-1,2,4-triazol-3-yl)-3-pyridinyl]amino]ethyl]-4,7-dimethyl-5-oxo-pyrazolo[3,4-c]isoquinolin-3-yl]-1-piperidinyl]propionitrile ClC1=CC=C(C(=N1)C1=NN(C=N1)C)NC(C)C=1C=2C3=C(N(C(C2C=C(C1)C)=O)C)N(N=C3)C3CCN(CC3)CCC#N